C(C)C1C(C(N(C1)CC)=O)(CC)CC tetraethylpyrrolidone